(S)-2-amino-3-phenyl-1-propanol N[C@H](CO)CC1=CC=CC=C1